N1=CC(=CC=C1)OC=1C=CC(=NC1)N 5-(pyridin-3-yloxy)pyridin-2-amine